1-[4-(Hydroxymethyl)-2-methoxyphenyl]-3-[3-(trifluoromethyl)phenyl]prop-2-en-1-one OCC1=CC(=C(C=C1)C(C=CC1=CC(=CC=C1)C(F)(F)F)=O)OC